ClC=1C=C(C=CC1C(=O)N1CCN(CC1)C(CCOCCNC(CN(C)C)=O)=O)NC(=O)C=1N(C(=CN1)C1=C(C(=C(C=C1)OC)F)F)C N-[3-chloro-4-[4-[3-[2-[[2-(dimethylamino)acetyl]amino]ethoxy]propanoyl]piperazine-1-carbonyl]phenyl]-5-(2,3-difluoro-4-methoxy-phenyl)-1-methyl-imidazole-2-carboxamide